C(C)(C)(C)OC(=O)N[C@@H](CCCOC1=C(C(=O)OC)C=C(C=C1)F)C |r| rac-Methyl 2-((4-((tert-butoxycarbonyl)amino)pentyl)oxy)-5-fluorobenzoate